N-((5-chloro-6-((3-methylisoxazol-5-yl)methoxy)-1H-indol-2-yl)methyl)-2-(oxetan-3-yl)propanamide ClC=1C=C2C=C(NC2=CC1OCC1=CC(=NO1)C)CNC(C(C)C1COC1)=O